N-tetradecyl-3-t-butylcarbonyloxy-pyridin-4-one C(CCCCCCCCCCCCC)N1C=C(C(C=C1)=O)OC(=O)C(C)(C)C